ClC1=C(C(=CC=C1)N1CCCC1)CCNC(=O)[C@H]1N(C[C@@H](C1)O)C([C@H](C(C)(C)C)N1N=NC(=C1)C1CC1)=O (2S,4R)-N-[2-(2-chloro-6-pyrrolidin-1-yl-phenyl)ethyl]-1-[(2S)-2-(4-cyclopropyltriazol-1-yl)-3,3-dimethyl-butanoyl]-4-hydroxy-pyrrolidine-2-carboxamide